O1CC2(CC1)CNC1=CC=CC=C12 1,2-dihydrospiro[indole-3,3'-tetrahydrofurane]